methyl 2-(6-(4-(3-(tert-butoxycarbonylamino)propylsulfonyl)phenyl)quinoline-4-carboxamido)acetate C(C)(C)(C)OC(=O)NCCCS(=O)(=O)C1=CC=C(C=C1)C=1C=C2C(=CC=NC2=CC1)C(=O)NCC(=O)OC